(7S)-7-isopropyl-4,8-dimethyl-2-(((1-((1-methyl-3-(trifluoromethyl)-1H-pyrazol-5-yl)methyl)-1H-pyrazol-4-yl)methyl)amino)-7,8-dihydropteridin-6(5H)-one C(C)(C)[C@H]1C(NC=2C(=NC(=NC2N1C)NCC=1C=NN(C1)CC1=CC(=NN1C)C(F)(F)F)C)=O